[N+](=O)([O-])C=1C=CC(=NC1)SSC1CC(N(C1=O)OC(CCC)=O)=O butanoic acid 4-[(5-nitro-2-pyridinyl) dithio]-2,5-dioxo-1-pyrrolidinyl ester